FC1(CCN(CC1)C=1OC2=C(C=C(C=C2C(C1)=O)C)[C@@H](C)NC1=C(C(=O)NN)C=CC=C1)F (R)-2-((1-(2-(4,4-Difluoropiperidin-1-yl)-6-methyl-4-oxo-4H-chromen-8-yl)ethyl)amino)benzohydrazide